(S)-N-(1-(2-fluoro-4-methylphenyl)ethyl)-2-(1-isopropyl-4-oxo-1,4-dihydro-5H-pyrazolo[3,4-d]pyridazin-5-yl)acetamide FC1=C(C=CC(=C1)C)[C@H](C)NC(CN1N=CC2=C(C1=O)C=NN2C(C)C)=O